(S)-4-(4-(bicyclo[4.2.0]octa-1,3,5-trien-3-yl)-6,7-dimethylpteridin-2-yl)-2-(1-cyclopropyl-1H-pyrazol-4-yl)morpholine C12=CC(=CC=C2CC1)C1=NC(=NC2=NC(=C(N=C12)C)C)N1C[C@@H](OCC1)C=1C=NN(C1)C1CC1